6-Bromo-2-fluoro-4-(4-methoxybenzyloxy)pyrazolo[1,5-a]pyridine-3-carbaldehyde BrC=1C=C(C=2N(C1)N=C(C2C=O)F)OCC2=CC=C(C=C2)OC